2-(4,5-dimethyl-6-(piperidin-3-ylmethyl)pyridazin-3-yl)-5-(trifluoromethyl)phenol CC1=C(N=NC(=C1C)CC1CNCCC1)C1=C(C=C(C=C1)C(F)(F)F)O